N=C(C1=CC=C(C=C1)CNC([C@H](C)NC(=O)[C@@H]1NC[C@H](C1)C1=CC=CC=C1)=O)NC(OCC(C)C)=O isobutyl (imino(4-(((S)-2-((2R,4R)-4-phenylpyrrolidine-2-carboxamido)propanamido)methyl)phenyl)methyl)carbamate